CC1(OCC[C@H](O1)CCNC)C 2-[(4R)-2,2-dimethyl-1,3-dioxan-4-yl]-N-methyl-ethylamine